ClC1=C2CCC(NC2=CC=C1F)C 5-chloro-6-fluoro-2-methyl-1,2,3,4-tetrahydroquinoline